C(C)C(C(=O)O)CCCCCCCCCCCCCC.C(CCCCCCCCCCCCCCC)(=O)OC(CCCCC)CC ethylhexyl palmitate (ethyl palmitate)